(3aR,5s,6aS)-N-(6-(2,4-dimethyl-2H-indazol-5-yl)pyridazin-3-yl)-2-(((R)-tetrahydro-2H-pyran-3-yl)methyl-d2)octahydrocyclopenta[c]pyrrol-5-amine CN1N=C2C=CC(=C(C2=C1)C)C1=CC=C(N=N1)NC1C[C@@H]2[C@@H](CN(C2)C([2H])([2H])[C@@H]2COCCC2)C1